6-((5-cyclopentyl-1H-pyrazol-3-yl)amino)pyrimidin-4-ol C1(CCCC1)C1=CC(=NN1)NC1=CC(=NC=N1)O